FC1=C(C=CC(=C1)OC1=CC(=NC=C1)NC1COC1)NC1=NC=NC2=CC(=C(C=C12)NC1CCN(CC1)C(C=C)=O)OC 1-(4-((4-((2-fluoro-4-((2-(oxetan-3-ylamino)pyridin-4-yl)oxy)phenyl)amino)-7-methoxyquinazolin-6-yl)amino)piperidin-1-yl)prop-2-en-1-one